iridium (I) 4,4'-di-tert-butyl-2,2'-bipyridine C(C)(C)(C)C1=CC(=NC=C1)C1=NC=CC(=C1)C(C)(C)C.[Ir+]